COC=1C=C2C=C(N(C2=CC1OC)S(=O)(=O)C1=CC=CC=C1)C=O 5,6-dimethoxy-1-(phenylsulfonyl)-1H-indole-2-carbaldehyde